NC1=NC=2CN(CCC2C2=C1N=C(N2CC(CO)(C)CO)CCCC)C(=O)OCCC2CCNCC2 2-(Piperidin-4-yl)ethyl 4-amino-2-butyl-1-(3-hydroxy-2-(hydroxymethyl)-2-methylpropyl)-1,6,8,9-tetrahydro-7H-imidazo[4,5-c][1,7]naphthyridine-7-carboxylate